1-allylpiperidine-3-carboxylic acid ethyl ester C(C)OC(=O)C1CN(CCC1)CC=C